N1=CN=CC2=C1C=CN=C2N pyrido[4,3-d]pyrimidin-5-amine